tert-butyl (2S,6R)-4-(6-(5-chloropyrazolo[1,5-a]pyridin-3-yl)-4-fluoropyridin-2-yl)-2,6-dimethylpiperazine-1-carboxylate ClC1=CC=2N(C=C1)N=CC2C2=CC(=CC(=N2)N2C[C@@H](N([C@@H](C2)C)C(=O)OC(C)(C)C)C)F